(S)-1-(3H-imidazo[4,5-b]pyridine-2-carbonyl)-N-(3,4,5-trifluorophenyl)pyrrolidine-3-carboxamide N1=C(NC2=NC=CC=C21)C(=O)N2C[C@H](CC2)C(=O)NC2=CC(=C(C(=C2)F)F)F